phosphoadenosine-5'-phosphate P(=O)(O)(O)OC[C@@H]1[C@H]([C@H]([C@@H](O1)N1C=NC=2C(N)=NC=NC12)OP(=O)(O)O)O